(S)-N-(4-((3-chloro-4-fluorophenyl)carbamoyl)-7-fluoro-2,3-dihydro-1H-inden-1-yl)-1-methyl-1H-pyrazole-3-carboxamide ClC=1C=C(C=CC1F)NC(=O)C1=C2CC[C@@H](C2=C(C=C1)F)NC(=O)C1=NN(C=C1)C